C(C1=CC=CC=C1)OC=1C=C2C(=C(N(C2=CC1)C1=CC(=C(C=C1)F)C)[C@@H]1OCCC1)C=C 5-benzyloxy-1-(4-fluoro-3-methyl-phenyl)-2-[(2R)-tetrahydrofuran-2-yl]-3-vinyl-indole